C1(CCCCC1)C1=C(C=C(C=C1)C=1NC=2N(C(C1)=O)N=C(C2C(=O)N2CC(C2)CF)C(=O)N)F 5-(4-cyclohexyl-3-fluorophenyl)-3-(3-(fluoromethyl)azetidine-1-carbonyl)-7-oxo-4,7-dihydropyrazolo[1,5-a]Pyrimidine-2-carboxamide